C(C)(C)(C)C(C1=CC=CC=C1)S tert-butylbenzyl mercaptan